C(=O)(OC(C)(C)C)N1CC2(CC(C2)C(=O)O)CC1 6-Boc-6-azaspiro[3.4]octane-2-carboxylic acid